C(CCCCCCCC)OC(CCCCCCCC)=O.C(CCCCCCC)(=O)OCCCCCCCC octyl octanoate nonyl-pelargonate